4-(dimethoxymethyl)-1-(4-(7-((tetrahydro-2H-pyran-2-yl)oxy)-3-(2,2,2-trifluoroethyl)-2H-chromene-4-yl)phenyl)piperidine COC(C1CCN(CC1)C1=CC=C(C=C1)C1=C(COC2=CC(=CC=C12)OC1OCCCC1)CC(F)(F)F)OC